3-(6-Bromopyridin-3-yl)-4,4,4-trifluorobutan-1-amine BrC1=CC=C(C=N1)C(CCN)C(F)(F)F